benzyl N-[3-[5-bromo-7-fluoro-2-(4-fluorophenyl)-1H-indol-3-yl]cyclobutyl]carbamate BrC=1C=C2C(=C(NC2=C(C1)F)C1=CC=C(C=C1)F)C1CC(C1)NC(OCC1=CC=CC=C1)=O